C(C)(C)(C)C=1C=C(CBr)C=C(C1)C(C)(C)C 3,5-ditert-butylbenzyl bromide